CCCCCCCCCCCCCCCCCCCCCCCC(=O)OC[C@H](COP(=O)([O-])OCC[N+](C)(C)C)OC(=O)CCCCCCC/C=C\\CCCCCCCC The molecule is a phosphatidylcholine 42:1 in which the acyl groups specified at positions 1 and 2 are tetracosanoyl and (9Z)-octadecenoyl respectively. It derives from an oleic acid and a tetracosanoic acid.